1-(2-Fluorophenyl)-3-(4-methyl-5-(2-(methylamino)pyrimidin-4-yl)thiazol-2-yl)urea FC1=C(C=CC=C1)NC(=O)NC=1SC(=C(N1)C)C1=NC(=NC=C1)NC